FC(C=1C=C(C[NH-])C=CC1)(F)F N-(3-Trifluoromethylbenzyl)amid